O1C[C@@H](CCC1)NC1=C(N=C(S1)C(F)(F)F)C(=O)OCC ethyl (R)-5-((tetrahydro-2H-pyran-3-yl)amino)-2-(trifluoromethyl)thiazole-4-carboxylate